4-(3-azatricyclo[6.2.1.02,7]undeca-2,4,6-trien-5-ylamino)-2-{3-methoxy-4-[(1r,3r)-3-(dimethylamino)cyclobutoxy]phenylamino}pyrimidine C12C3=NC=C(C=C3C(CC1)C2)NC2=NC(=NC=C2)NC2=CC(=C(C=C2)OC2CC(C2)N(C)C)OC